CN(NC1=CC=CC=C1)C(=O)OC(C)(C)C tert-butyl 1-methyl-2-phenylhydrazine-1-carboxylate